C(C)(C)(C)OC(=O)N\C(\C(=O)OC)=C\C1=NN(C=C1)C methyl (E)-2-((tert-butoxycarbonyl)amino)-3-(1-methyl-1H-pyrazol-3-yl)acrylate